N-(3,4-dichloro-2-fluorophenyl)-6-(1-(vinylsulfonyl)piperidin-3-yl)quinazolin-4-amine ClC=1C(=C(C=CC1Cl)NC1=NC=NC2=CC=C(C=C12)C1CN(CCC1)S(=O)(=O)C=C)F